2,4-pentane-diol CC(CC(C)O)O